C1(CC1)C1=C(C(=NO1)C1=C(C=CC=C1)OC(F)(F)F)COC1=CC=C2C(=N1)C(CC1=C(O2)C=C(C=C1)C(=O)O)(C)C 2-((5-cyclopropyl-3-(2-(trifluoromethoxy)phenyl)isoxazol-4-yl)methoxy)-11,11-dimethyl-10,11-dihydrobenzo[6,7]oxepino[3,2-b]pyridine-7-carboxylic acid